1-(benzylsulfonyl)-3-((dimethylamino)methyl)-4-(3-(trifluoromethoxy)phenyl)piperidin-4-ol C(C1=CC=CC=C1)S(=O)(=O)N1CC(C(CC1)(O)C1=CC(=CC=C1)OC(F)(F)F)CN(C)C